(8-Isobutyl-7-methoxy-1-thiophen-3-yl-1,4-dihydro-chromeno[4,3-c]pyrazole-3-carbonyl)-[1,4]diazepane-1-carboxylic acid tert-butyl ester C(C)(C)(C)OC(=O)N1C(CNCCC1)C(=O)C=1C2=C(N(N1)C1=CSC=C1)C=1C=C(C(=CC1OC2)OC)CC(C)C